CC1(CNC2CNC12)C(=O)O 4-methyl-2,6-diazabicyclo[3.2.0]Heptane-4-carboxylic acid